C1(CC1)CS(=O)C(=O)N(CC)CC (-)-1-((cyclopropylmethyl)sulfinyl)-N,N-diethylmethanamide